6-[4-[(2-bromophenyl)methyl]piperazin-1-yl]-N-(4-methoxyphenyl)pyridazine-3-carboxamide BrC1=C(C=CC=C1)CN1CCN(CC1)C1=CC=C(N=N1)C(=O)NC1=CC=C(C=C1)OC